(S or R)-2-(2-fluoro-3-(2-(((R)-((R)-7-fluoro-1,2,3,4-tetrahydropyrido[2,3-b]pyrazin-3-yl)(phenyl)methyl)amino)ethyl)phenyl)propanoic acid FC1=C(C=CC=C1CCN[C@H](C1=CC=CC=C1)[C@H]1CNC2=C(N1)N=CC(=C2)F)[C@@H](C(=O)O)C |o1:28|